4-[3-[4-(4-Aminocyclohexanecarbonyl)oxyphenyl]prop-2-enoyl]benzoic acid NC1CCC(CC1)C(=O)OC1=CC=C(C=C1)C=CC(=O)C1=CC=C(C(=O)O)C=C1